3,5-dichloro-N-(2'-(4-methylpiperidin-1-yl)-[4,4'-bipyridin]-2-yl)benzamide ClC=1C=C(C(=O)NC2=NC=CC(=C2)C2=CC(=NC=C2)N2CCC(CC2)C)C=C(C1)Cl